2-methyl-1-[(1-oxo-2-propen-1-yl)amino]-1-propanesulfonic acid CC(C(S(=O)(=O)O)NC(C=C)=O)C